FC1=C(C=C(N)C=C1)N1CCCCC1 4-fluoro-3-(piperidin-1-yl)aniline